C\C(=C/CCC1(CO1)C=C)\CCC=C(C)C (E)-2-(4,8-dimethylnon-3,7-dien-1-yl)-2-vinyl-ethylene oxide